(2S)-3-(3-bromophenyl)-2-[(3R)-1-[(tert-butyloxy)carbonyl]pyrrolidin-3-yl](3,3-2H2)propanoic acid BrC=1C=C(C=CC1)C([C@H](C(=O)O)[C@@H]1CN(CC1)C(=O)OC(C)(C)C)([2H])[2H]